(R)-N-Boc-2,3-dihydro-1H-inden-1-amine C(=O)(OC(C)(C)C)N[C@@H]1CCC2=CC=CC=C12